(Z)-2-(5-fluoro-1-(3,4,5-trimethoxybenzylidene)-2-methyl-1H-inden-3-yl)acetic acid FC=1C=C2C(=C(/C(/C2=CC1)=C/C1=CC(=C(C(=C1)OC)OC)OC)C)CC(=O)O